COC1=CC=C(CO[C@H]2COCC[C@H]2OC2=NC(=NC=C2C(F)(F)F)NC2=CC=C(C=C2)S(=O)(=O)NC([2H])([2H])[2H])C=C1 4-((4-(((3S,4R)-3-((4-methoxybenzyl)oxy)tetrahydro-2H-pyran-4-yl)oxy)-5-(trifluoromethyl)pyrimidin-2-yl)amino)-N-(methyl-d3)benzenesulfonamide